tert-butyl piperazin-4-ium-1-carboxylate N1(CC[NH2+]CC1)C(=O)OC(C)(C)C